1-[2-(ethoxymethyl)-4-(methoxymethyl)-5-phenyl-1H-imidazol-1-yl]-2-methylpropan-2-ol C(C)OCC=1N(C(=C(N1)COC)C1=CC=CC=C1)CC(C)(O)C